4-[5-chloro-2-cyclopropyl-6-({6-[(1R,2S)-5'-methoxy-2'-oxo-1',2'-dihydrospiro[cyclopropan-1,3'-indol]-2-yl]-1H-indazol-3-yl}amino)pyrimidin-4-yl]-1λ6-thiomorpholine-1,1-dione ClC=1C(=NC(=NC1NC1=NNC2=CC(=CC=C12)[C@@H]1C[C@@]12C(NC1=CC=C(C=C21)OC)=O)C2CC2)N2CCS(CC2)(=O)=O